COC(=O)[C@@H]1CCN(C2(CC2)C1)C(=O)C1=NNC(=C1)C1=CC(=NC=C1F)OC (R)-4-(5-(5-fluoro-2-methoxypyridin-4-yl)-1H-pyrazole-3-carbonyl)-4-azaspiro[2.5]octane-7-carboxylic acid methyl ester